F[C@H]1CN(CC[C@H]1NC1=CC=CC2=C1SC(=C2CC(F)(F)F)C#CCNC2=C(C=C(C=C2)P(C)(C)=O)C2=NNC=C2)C (4-((3-(7-(((3S,4R)-3-fluoro-1-methylpiperidin-4-yl)amino)-3-(2,2,2-trifluoroethyl)benzo[b]thiophen-2-yl)prop-2-yn-1-yl)amino)-3-(1H-pyrazol-3-yl)phenyl)dimethylphosphine oxide